C(C)(C)(C)P(C1=C(C(=C(C(=C1C)C)C)C)C1=C(C=C(C=C1C(C)C)C(C)C)C(C)C)C(C)(C)C di-tert-butyl-(2',4',6'-triisopropyl-3,4,5,6-tetramethylbiphenyl-2-yl)phosphine